ClC1=CC=C(C=C1)NC(=O)C1=NN2C(N=C(C=C2C=2C=NNC2)N(C)CC2=C(C=CC=C2)OC)=C1 N-(4-chlorophenyl)-5-((2-methoxybenzyl)(methyl)amino)-7-(1H-pyrazol-4-yl)pyrazolo[1,5-a]pyrimidine-2-carboxamide